trifluoromethyl-diphenylsulfonium tetrakis(pentafluorobenzyl)borate FC1=C(C(=C(C(=C1C[B-](CC1=C(C(=C(C(=C1F)F)F)F)F)(CC1=C(C(=C(C(=C1F)F)F)F)F)CC1=C(C(=C(C(=C1F)F)F)F)F)F)F)F)F.FC(F)(F)[S+](C1=CC=CC=C1)C1=CC=CC=C1